N-(4-cyano-2-fluorophenyl)-4-[[2-(trifluoromethyl)phenyl]methyl]-1H-pyrrole-3-sulfonamide C(#N)C1=CC(=C(C=C1)NS(=O)(=O)C1=CNC=C1CC1=C(C=CC=C1)C(F)(F)F)F